N1CCC(CC1)C1=NN=C(S1)C1=CC=2NC=CC2S1 2-(5-(piperidin-4-yl)-1,3,4-thiadiazol-2-yl)-4H-thieno[3,2-b]Pyrrole